NCC(O)C=1C=NN(C1)C1=C(C=C(C#N)C=C1)OC=1N(N=C(C1)C1=CC=CC=C1)C 4-[4-(2-amino-1-hydroxyethyl)pyrazol-1-yl]-3-(2-methyl-5-phenylpyrazol-3-yl)oxybenzonitrile